N-((5-cyclopropyl-1H-indazol-4-yl)methyl)-4-(difluoromethyl)benzamide C1(CC1)C=1C(=C2C=NNC2=CC1)CNC(C1=CC=C(C=C1)C(F)F)=O